Vanillic acid, ethyl ester C(C1=CC(OC)=C(O)C=C1)(=O)OCC